C(CC1=CC=CC=C1)OC(C1=C(C(=NC(=C1C)CC1=CC(=CC=C1)OC1=CC=CC=C1)CCC)O)=O 3-hydroxy-5-methyl-6-(3-phenoxybenzyl)-2-propylisonicotinic acid Phenethyl ester